[C-]#N.C(CCCCCCCC)[N+]1=CC=C(C=C1)CCC 1-Nonyl-4-propylpyridinium cyanid